tert-butyl (2R,3S)-3-methoxy-2-methylazetidine-1-carboxylate CO[C@@H]1[C@H](N(C1)C(=O)OC(C)(C)C)C